P(O)(=O)(OP(=O)(O)OP(=O)(O)O)OC[C@@H]1[C@H]([C@H]([C@@H](O1)N1C(=O)N=C(NC(C2=CC=C(C=C2)OC)=O)C=C1)O)O N4-p-methoxybenzoylcytidine triphosphate